4-(1-(5-amino-2,4-dimethylbenzoyl)-4-fluoropiperidin-4-yl)benzonitrile NC=1C(=CC(=C(C(=O)N2CCC(CC2)(F)C2=CC=C(C#N)C=C2)C1)C)C